FC=1C=C(C=NC1)C=1SC(=CN1)C1=CC=CC(=N1)C1=NC=CC=N1 2-{6-[2-(5-fluoropyridin-3-yl)-1,3-thiazol-5-yl]Pyridin-2-yl}pyrimidine